C(C)OC(CCCCC)=O.[Cr+2] Chromium (II) ethylhexanoate